6-[(7S)-2-(3-{4-[3-(2-Methoxyethoxy)pyridin-2-yl]phenyl}-1H-pyrrolo[2,3-b]pyridin-5-yl)-6,7,8,9-tetrahydro-5H-benzo[7]annulen-7-yl]-3-oxa-6-azabicyclo[3.1.1]heptane COCCOC=1C(=NC=CC1)C1=CC=C(C=C1)C1=CNC2=NC=C(C=C21)C=2C=CC1=C(CC[C@H](CC1)N1C3COCC1C3)C2